[I-].C(=O)C1=CC=C(C=C1)C[N+](C)(C)C 1-(4-formylphenyl)-N,N,N-trimethylmethanaminium iodide